ClC=1C(=NC(=NC1)N1CC2(CC2)C[C@@H](C1)O)NC1=CC=2C3=C(C(N(C2C=C1)C)=O)OCC([C@@H](N3)C3CC3)(F)F (S)-10-((5-chloro-2-((S)-7-hydroxy-5-azaspiro[2.5]octan-5-yl)pyrimidin-4-yl)amino)-2-cyclopropyl-3,3-difluoro-7-methyl-1,2,3,4-tetrahydro-[1,4]oxazepino[2,3-c]quinolin-6(7H)-one